2-chloro-5-((1-methyl-1H-pyrazol-4-yl)ethynyl)pyridin ClC1=NC=C(C=C1)C#CC=1C=NN(C1)C